CC1=NOC(=C1C=1C=C(C=CC1OCCN1CC2(COC2)C1)NC(=O)C1CC1)C N-[3-(3,5-dimethylisoxazol-4-yl)-4-[2-(2-oxa-6-azaspiro[3.3]heptan-6-yl)ethoxy]phenyl]cyclopropanecarboxamide